P(=O)(OCC(CCCC)CC)(OCC(CCCC)CC)OCC(CCCC)CC Tri-(2-ethylhexyl) phosphate